6-fluoro-N-((3R,4R)-3-fluoro-1-(oxetan-3-yl)piperidin-4-yl)-5-(1-(3-fluoropropyl)-1H-benzo[d][1,2,3]triazol-6-yl)-4-methoxypyrrolo[2,1-f][1,2,4]triazin-2-amine FC=1C(=C2C(=NC(=NN2C1)N[C@H]1[C@@H](CN(CC1)C1COC1)F)OC)C=1C=CC2=C(N(N=N2)CCCF)C1